4-(2-(4-acryloylpiperazin-1-yl)-2-oxoethyl)-2-(3,5-dimethoxyanilino)-6-(4-(4-methylpiperazin-1-yl)anilino)pyrido[2,3-b]pyrazin-3(4H)-one C(C=C)(=O)N1CCN(CC1)C(CN1C2=C(N=C(C1=O)NC1=CC(=CC(=C1)OC)OC)C=CC(=N2)NC2=CC=C(C=C2)N2CCN(CC2)C)=O